nickel iron (2+) [Fe+2].[Ni+2]